(3S,6S,9S,10aR)-6-((tert-butoxycarbonyl)amino)-9-isopropyl-5-oxodecahydropyrrolo[1,2-a]azocine-3-carboxylic acid C(C)(C)(C)OC(=O)N[C@H]1CC[C@@H](C[C@@H]2N(C1=O)[C@@H](CC2)C(=O)O)C(C)C